1-bromo-5-chloro-4-(difluoromethyl)-2-methoxybenzene BrC1=C(C=C(C(=C1)Cl)C(F)F)OC